1-(tert-butoxycarbonyl)piperidin-2-yl-potassium trifluoroborate B(F)(F)F.C(C)(C)(C)OC(=O)N1C(CCCC1)[K]